C1(=CC=CC=C1)N1N=CC(=C1)C=1SC=C(N1)C(=O)N1[C@H]2CN[C@@H](C1)C2 (1R,4R)-2-[2-(1-phenyl-1H-pyrazol-4-yl)-1,3-thiazole-4-carbonyl]-2,5-diazabicyclo[2.2.1]heptane